N1=C(C=CC=C1)CNCC1=NC=CC=C1 di-2-picolylamine